C(C)N(CCNC(=O)C1=NC2=CC=CC=C2N=C1NSC1=C(C=C(C=C1)Br)F)CC N-(2-(diethylamino)ethyl)-3-((4-bromofluorophenylthio)amino)quinoxaline-2-carboxamide